NC1=CC=2C3=C(C(NC2C(=C1Cl)Cl)=O)CN([C@H]3C)C(COC)=O (S)-8-amino-6,7-dichloro-2-(2-methoxyacetyl)-1-methyl-1,2,3,5-tetrahydro-4H-pyrrolo[3,4-c]quinolin-4-one